2,6-bis(4-ethynylphenyl)-4-(4-trifluoromethylphenyl)pyridine C(#C)C1=CC=C(C=C1)C1=NC(=CC(=C1)C1=CC=C(C=C1)C(F)(F)F)C1=CC=C(C=C1)C#C